NC=1C2=C(N=CN1)N1C(=C2C2=C(C=3C(=NC=CC3)N2)Cl)CN(CC1(C)C)C(=O)C=1C=NN(C1)C (4-amino-5-(3-chloro-1H-pyrrolo[2,3-b]pyridin-2-yl)-9,9-dimethyl-8,9-dihydropyrazino[1',2':1,5]pyrrolo[2,3-d]pyrimidin-7(6H)-yl)(1-methyl-1H-pyrazol-4-yl)methanone